7-cyclopentyl-N,N-dimethyl-2-((5-(4-(piperazin-1-yl)piperidin-1-yl)pyridin-2-yl)amino)-7H-pyrrolo[2,3-d]pyrimidine-6-carboxamide C1(CCCC1)N1C(=CC2=C1N=C(N=C2)NC2=NC=C(C=C2)N2CCC(CC2)N2CCNCC2)C(=O)N(C)C